BrC1=CC=C(CN2C(=NC=C2)C(C)(C)O)C=C1 2-(1-(4-bromobenzyl)-1H-imidazol-2-yl)propane-2-ol